(R)-2-(5-Fluoropyridin-3-Yl)-6-(4-(2-(tetrahydro-2H-pyran-4-Yl)phenyl)piperidin-1-Yl)-2-Azaspiro[3.4]octane FC=1C=C(C=NC1)N1CC2(C1)C[C@@H](CC2)N2CCC(CC2)C2=C(C=CC=C2)C2CCOCC2